2-{3-[(6,6-difluoro-6,7-dihydro-5H-pyrazolo[5,1-b][1,3]oxazin-3-yl)amino]-1-methyl-1H-indazol-5-yl}propan-2-ol FC1(CN2C(OC1)=C(C=N2)NC2=NN(C1=CC=C(C=C21)C(C)(C)O)C)F